CN(/C=C/C1=NC(=NC=C1C(=O)OC)OC)C methyl 4-[(E)-2-(dimethylamino)vinyl]-2-methoxy-pyrimidine-5-carboxylate